C1(CCC1)N(C(C1=C(C(=CC=C1)C=1C=C2C(=NC1)NCC21CC1)F)=O)CC N-cyclobutyl-3-(1',2'-dihydrospiro[cyclopropane-1,3'-pyrrolo[2,3-b]pyridin]-5'-yl)-N-ethyl-2-fluorobenzamide